C(N)(=O)C1(CC(C1)C(=O)OC)NC1=CC(=CC=C1)I Methyl 3-carbamoyl-3-((3-iodophenyl)amino)cyclobutane-1-carboxylate